F[C@]1(C=2C=CC=NC2C(CC1)=C)C(=O)OC (5R)-Methyl 5-fluoro-8-methylene-5,6,7,8-tetrahydroquinoline-5-carboxylate